The molecule is an RNA fragment comprised of four guanosine, three adenosine, three uridine and two cytidine residues connected by 3'->5' phosphodiester linkages in the sequence G-U-A-U-G-C-A-U-A-G-G-C. C1=CN(C(=O)N=C1N)[C@H]2[C@@H]([C@@H]([C@H](O2)COP(=O)(O)O[C@@H]3[C@H](O[C@H]([C@@H]3O)N4C=NC5=C4N=C(NC5=O)N)COP(=O)(O)O[C@@H]6[C@H](O[C@H]([C@@H]6O)N7C=NC8=C7N=C(NC8=O)N)COP(=O)(O)O[C@@H]9[C@H](O[C@H]([C@@H]9O)N1C=NC2=C(N=CN=C21)N)COP(=O)(O)O[C@@H]1[C@H](O[C@H]([C@@H]1O)N1C=CC(=O)NC1=O)COP(=O)(O)O[C@@H]1[C@H](O[C@H]([C@@H]1O)N1C=NC2=C(N=CN=C21)N)COP(=O)(O)O[C@@H]1[C@H](O[C@H]([C@@H]1O)N1C=CC(=NC1=O)N)COP(=O)(O)O[C@@H]1[C@H](O[C@H]([C@@H]1O)N1C=NC2=C1N=C(NC2=O)N)COP(=O)(O)O[C@@H]1[C@H](O[C@H]([C@@H]1O)N1C=CC(=O)NC1=O)COP(=O)(O)O[C@@H]1[C@H](O[C@H]([C@@H]1O)N1C=NC2=C(N=CN=C21)N)COP(=O)(O)O[C@@H]1[C@H](O[C@H]([C@@H]1O)N1C=CC(=O)NC1=O)COP(=O)(O)O[C@@H]1[C@H](O[C@H]([C@@H]1O)N1C=NC2=C1N=C(NC2=O)N)CO)O)O